(S)-3-((3-(tert-butyloxycarbonyl)-10-methyl-1,2,3,4,4a,5-hexahydrobenzo[b]pyrazino[1,2-d][1,4]oxazin-8-yl)amino)propanoic acid C(C)(C)(C)OC(=O)N1C[C@@H]2N(C3=C(OC2)C=C(C=C3C)NCCC(=O)O)CC1